ClC1=C(C(=CC=C1)F)N1C=2N(C3=C(C1=O)C=NC(=N3)NC3=CC=C(C=C3)CN3CCOCC3)CCN2 6-(2-chloro-6-fluorophenyl)-2-((4-(morpholinomethyl)phenyl)amino)-8,9-dihydroimidazo[1,2-a]pyrimido[5,4-e]pyrimidin-5(6H)-one